N-(9-((2R,3R,4R,5R)-4-(allyloxy)-3-((tert-butyldimethylsilyl)oxy)-5-(((tert-butyldimethylsilyl)oxy)methyl)tetrahydrofuran-2-yl)-1-benzoyl-6-oxo-6,9-dihydro-1H-purin-2-yl)acetamide C(C=C)O[C@H]1[C@H]([C@@H](O[C@@H]1CO[Si](C)(C)C(C)(C)C)N1C=2N=C(N(C(C2N=C1)=O)C(C1=CC=CC=C1)=O)NC(C)=O)O[Si](C)(C)C(C)(C)C